ethyl 2-((2,4-dimethoxybenzyl) carbamoyl)-1-(4-fluorophenyl)-3-methyl-5-oxopyrrolidine-2-carboxylate COC1=C(CNC(=O)C2(N(C(CC2C)=O)C2=CC=C(C=C2)F)C(=O)OCC)C=CC(=C1)OC